8-chloro-7-[4-(2-methyl-pyridin-4-yloxy)-3-fluoro-phenyl]-3-(cyclopropylmethyl)-1,2,4-triazolo[4,3-a]pyridine ClC=1C=2N(C=CC1C1=CC(=C(C=C1)OC1=CC(=NC=C1)C)F)C(=NN2)CC2CC2